FC1=CC=C(C=C1)C1=NC2=C(N1C1=CC(=NC=C1)C)C=C(C=C2)N2CCNCC2 2-(4-Fluorophenyl)-1-(2-methylpyridin-4-yl)-6-(piperazin-1-yl)-1H-1,3-benzodiazole